2-[4-(2-chlorophenyl)-2-oxo-chromen-7-yl]oxy-N-ethyl-propionamide ClC1=C(C=CC=C1)C1=CC(OC2=CC(=CC=C12)OC(C(=O)NCC)C)=O